1-(5-(2-aminoethyl)thiophen-2-yl)-2-((2-cyclopropylquinazolin-4-yl)thio)ethanone hydrochloride Cl.NCCC1=CC=C(S1)C(CSC1=NC(=NC2=CC=CC=C12)C1CC1)=O